ClC1=CC=C(C=C1)SCC1=CC=CC=C1C1(N=CC=N1)CC 2-Ethyl-imidazolebenzyl (4-chlorophenyl) sulfide